C(CCCCCCC)[Si](OC)(OC)OC Octyltrimethoxysilan